C(C)NC(=O)NCNC1=NC(=NC(=N1)NCC)N1N=CC=C1 1-ethyl-3-(((4-(ethylamino)-6-(1H-pyrazol-1-yl)-1,3,5-triazin-2-yl)amino)methyl)urea